(S)-7-(4-(4,5-difluoro-2-((tetrahydro-2H-pyran-4-yl)oxy)phenyl)piperidin-1-yl)-2-(1,3,4-oxadiazol-2-yl)-5-oxa-2-azaspiro[3.4]octane FC1=CC(=C(C=C1F)C1CCN(CC1)[C@@H]1COC2(CN(C2)C=2OC=NN2)C1)OC1CCOCC1